N-(1-(5-morpholino-1,2,4-thiadiazol-3-yl)azetidin-3-yl)acrylamide O1CCN(CC1)C1=NC(=NS1)N1CC(C1)NC(C=C)=O